CC(C)([Si](OC(CN(CC(O[Si](C(C)(C)C)(C)C)CCCCCCCC)CCCCCCOC(C1=CC=CC=C1)(C1=CC=CC=C1)C1=CC=CC=C1)CCCCCCCC)(C)C)C 2,2,3,3,11,11,12,12-octamethyl-5,9-dioctyl-7-[6-(triphenylmethoxy)hexyl]-4,10-dioxa-7-aza-3,11-disilatridecane